ClC1=CN=C(S1)NC(C(C1=CC=C(C=C1)C=1N=NN(N1)C(C)C)C1CC(CC1)(F)F)=O rac-N-(5-Chlorothiazol-2-yl)-2-(3,3-difluorocyclopentyl)-2-(4-(2-isopropyl-2H-tetrazol-5-yl)phenyl)acetamide